3-((2H-1,2,3-triazol-2-yl)methyl)-1-(pyrimidin-2-yl)-1H-pyrazole-4-carboxylic acid N=1N(N=CC1)CC1=NN(C=C1C(=O)O)C1=NC=CC=N1